ICC#N Iodoacetonitrile